C(C)OC1=C(C=CC(=N1)C(CS(=O)(=O)C)N1C(C2=CC=CC(=C2C1=O)NC(=O)C1CC1)=O)OC N-(2-(1-(6-ethoxy-5-methoxypyridin-2-yl)-2-(methylsulfonyl)ethyl)-1,3-dioxoisoindolin-4-yl)cyclopropanecarboxamide